ClC1=C(C(=O)N[C@@H](CCCNC(CF)=N)C=2OC(=CN2)C2=CC(=CC(=C2)F)F)C(=CC=C1)OC (S)-2-Chloro-N-(1-(5-(3,5-difluorophenyl)oxazol-2-yl)-4-(2-fluoroacetimidamido)butyl)-6-methoxybenzamide